6-(phenyl-d5)-1,3,5-triazine C1(=C(C(=C(C(=C1[2H])[2H])[2H])[2H])[2H])C1=NC=NC=N1